B(F)(F)F.C(=C\C1=CC=CC=C1)/[K] (E)-styryl-potassium trifluoroborate